tert-butyl 3-[2-chloro-7-(8-ethynyl-7-fluoro-1-naphthyl)-8-fluoro-pyrido[4,3-d]pyrimidin-4-yl]-3,8-diazabicyclo[3.2.1]octane-8-carboxylate ClC=1N=C(C2=C(N1)C(=C(N=C2)C2=CC=CC1=CC=C(C(=C21)C#C)F)F)N2CC1CCC(C2)N1C(=O)OC(C)(C)C